C1(=CC=CC=C1)CC(C)=C phenylisobutylene